ClN1N=C(C=2C1=NC=CC2)I chloro-3-iodo-1H-pyrazolo[3,4-b]pyridine